tert-butyl (S)-((2'-(3-(4-bromo-5-methoxypicolinamido)-2-methylphenyl)-3'-chloro-6-methoxy-[2,4'-bipyridin]-5-yl)methyl)((5-oxopyrrolidin-2-yl)methyl)carbamate BrC1=CC(=NC=C1OC)C(=O)NC=1C(=C(C=CC1)C1=NC=CC(=C1Cl)C1=NC(=C(C=C1)CN(C(OC(C)(C)C)=O)C[C@H]1NC(CC1)=O)OC)C